2-amino-4-[hydroxy(methyl)phosphonoyl]Butyric acid NC(C(=O)O)CC=P(=O)CO